Cl.FC([C@@H]1N(CCNC1)C)F (R)-2-(difluoromethyl)-1-methylpiperazine hydrochloride